7-(1-(tert-butoxycarbonyl)-2,5-dihydro-1H-pyrrol-3-yl)-4-chloro-9H-pyrimido[4,5-b]indole-9-carboxylic acid tert-butyl ester C(C)(C)(C)OC(=O)N1C2=C(C3=CC=C(C=C13)C=1CN(CC1)C(=O)OC(C)(C)C)C(=NC=N2)Cl